(iodomethyl)piperidine ICN1CCCCC1